NC1=C(C=C(C=N1)NC(C(=O)N1[C@H](CC[C@@H](C1)C)C=1C=CC2=C(N=C(S2)[C@@H]2CN(C[C@H]2C)C)C1)=O)CC |&1:26,30| N-(6-amino-5-ethylpyridin-3-yl)-2-((2R,5S)-2-(2-(rac-(3S,4S)-1,4-dimethylpyrrolidin-3-yl)benzo[d]thiazol-5-yl)-5-methylpiperidin-1-yl)-2-oxoacetamide